2-amino-6-hydroxybenzimidazole NC=1NC2=C(N1)C=C(C=C2)O